1-(6-((3r,5r,7r)-adamantan-1-yl)hexyl)-3-((5-(4-chlorophenyl)-1-(2,4-dichlorophenyl)-4-methyl-1H-pyrazol-3-yl)methyl)urea C12(CC3CC(CC(C1)C3)C2)CCCCCCNC(=O)NCC2=NN(C(=C2C)C2=CC=C(C=C2)Cl)C2=C(C=C(C=C2)Cl)Cl